The molecule is a 1-ribosyltriazole that is the 1-ribofuranosyl derivative of 1,2,4-triazole-3-carboxamide. A synthetic guanosine analogue, it is an inhibitor of HCV polymerase and possesses a broad spectrum of activity against DNA and RNA viruses. It has a role as an antimetabolite, an antiviral agent, an antiinfective agent, an EC 2.7.7.49 (RNA-directed DNA polymerase) inhibitor and an anticoronaviral agent. It is a 1-ribosyltriazole, an aromatic amide and a monocarboxylic acid amide. C1=NC(=NN1[C@H]2[C@@H]([C@@H]([C@H](O2)CO)O)O)C(=O)N